α,α-dimethyl-4-fluorobenzylamine CC(C1=CC=C(C=C1)F)(C)N